COC=1C=C(C=C(C1OC)OC)N1C=NC(=C1)N [1-(3,4,5-trimethoxy-phenyl)-1H-imidazol-4-yl]-amine